ClC1=CC(=C(C=C1)C1=NN2C(=NC=3C(=CC=CC3C2=N1)C(F)(F)F)N[C@H]1C(NCCCC1)=O)OC(F)F (3R)-3-({2-[4-chloro-2-(difluoromethoxy)phenyl]-7-(trifluoromethyl)[1,2,4]triazolo[1,5-c]quinazolin-5-yl}amino)azepan-2-one